methyl-4-[[6-[2-(2,4-difluorophenyl)-1,1-difluoro-2-hydroxy-3-(5-sulfanyl-1,2,4-triazol-1-yl)propyl]-3-pyridinyl]oxy]benzonitrile CC1=C(C#N)C=CC(=C1)OC=1C=NC(=CC1)C(C(CN1N=CN=C1S)(O)C1=C(C=C(C=C1)F)F)(F)F